C(C)OC(=O)C1=CN=NN1CC(F)F.C1(CCCCC1)C1=CC=C(C=C1)C1=CC=C(C=C1)C(=O)NNC(=S)CC(=O)N (2-(4'-cyclohexyl-[1,1'-biphenyl]-4-carbonyl)hydrazine-1-thiocarbonyl)acetamide Ethyl-1-(2,2-difluoroethyl)-1H-1,2,3-triazole-5-carboxylate